COCCS1C(=NC(=C1C(=O)O)C)NC=1NC(C=C(N1)N1CCN(CC1)C)(NCC1=CC(=C(C(=C1)OC)OC)OC)C 2-methoxyethyl-2-[[4-[4-methylpiperazin-1-yl]-6-methyl-6-[[(3,4,5-trimethoxyphenyl)methyl]amino]-2-pyrimidinyl]amino]-4-methyl-5-thiazolecarboxylic acid